Tertiary hexylcyclohexane C(C)(C)(CCC)C1CCCCC1